C(C)(C)(C)OC(=O)N1[C@@H](CC[C@H](C1)C)C1=CC2=CN(N=C2C=C1)CCN(C)C.FC1=C(CN(C(C(CC)(C)C)=O)CC#C)C=CC=C1 N-(2-fluorobenzyl)-2,2-dimethyl-N-(prop-2-yn-1-yl)butanamide tert-butyl-(2S,5R)-2-[2-[2-(dimethylamino)ethyl]indazol-5-yl]-5-methyl-piperidine-1-carboxylate